2-cyclopropyl-1-methyl-1H-pyrrolo[2,3-b]pyridine C1(CC1)C1=CC=2C(=NC=CC2)N1C